{imidazo[1,2-a]pyrimidin-6-yl}methanamine dihydrochloride Cl.Cl.N=1C=CN2C1N=CC(=C2)CN